(S)-3-(5-(4-((1-(4-(1-(4-hydroxyphenyl)-2-phenylbut-1-en-1-yl)phenyl)piperidin-4-yl)methyl)piperazin-1-yl)-1-oxoisoindolin-2-yl)piperidine-2,6-dione formic acid salt C(=O)O.OC1=CC=C(C=C1)C(=C(CC)C1=CC=CC=C1)C1=CC=C(C=C1)N1CCC(CC1)CN1CCN(CC1)C=1C=C2CN(C(C2=CC1)=O)[C@@H]1C(NC(CC1)=O)=O